N-ethyl-2,4,6-tris((4-bromophenyl)thio)aniline C(C)NC1=C(C=C(C=C1SC1=CC=C(C=C1)Br)SC1=CC=C(C=C1)Br)SC1=CC=C(C=C1)Br